4-(4-bromophenyl)thiazole BrC1=CC=C(C=C1)C=1N=CSC1